CN(C=O)C (N,N-dimethyl)Formamide